N-(4-chlorophenyl)-1-(p-tolyl)-1H-1,2,4-triazole-3-carboxamide ClC1=CC=C(C=C1)NC(=O)C1=NN(C=N1)C1=CC=C(C=C1)C